OC1CN(CC1)C12CC(C1)(C2)NC2=C(C(=O)O)C(=CC=N2)OC 2-((3-(3-Hydroxypyrrolidin-1-yl)bicyclo[1.1.1]pentan-1-yl)amino)-4-methoxynicotinic acid